OC(CCCCCCCCCCCCCCCCCCCCCCCCCC(=O)O)CCC 27-Hydroxy-triacontanoic acid